5-(thiazol-2-yl)-2-naphthoic acid S1C(=NC=C1)C1=C2C=CC(=CC2=CC=C1)C(=O)O